(Z)-9-octadecenoic acid ethyl ester C(C)OC(CCCCCCC\C=C/CCCCCCCC)=O